N,N-dimethyl-1-(thiophen-2-ylthio)indolizin-3-amine CN(C1=CC(=C2C=CC=CN12)SC=1SC=CC1)C